N-[1-[4-(3-chloro-2-fluoro-anilino)pyrido[3,2-d]pyrimidin-6-yl]azetidin-3-yl]prop-2-enamide ClC=1C(=C(NC=2C3=C(N=CN2)C=CC(=N3)N3CC(C3)NC(C=C)=O)C=CC1)F